C(C)OC=1C=C(C=NC1)C=1C(=C(C=O)C=CC1)OC (5-ethoxypyridin-3-yl)-2-methoxybenzaldehyde